3-bromo-6-methoxy-carbazole BrC=1C=CC=2NC3=CC=C(C=C3C2C1)OC